(2-(3-methyl-3H-[1,2,3]triazolo[4,5-b]pyridin-6-yl)-7-quinolinyl)(tetrahydro-2H-pyran-4-yl)methanol CN1N=NC=2C1=NC=C(C2)C2=NC1=CC(=CC=C1C=C2)C(O)C2CCOCC2